N1=C(C=CC=C1C=1N=NN(C1)CCO)C=1N=NN(C1)CCO 2,2'-(pyridine-2,6-diylbis(1H-1,2,3-triazole-4,1-diyl))bis(ethane-1-ol)